4-[(3,4-methylenedioxyphenoxy)methyl]-1H-1,2,3-triazole C1OC=2C=C(OCC=3N=NNC3)C=CC2O1